C(#N)C1=CC=C2C=CN(C2=C1)CC1=CC=C(CNC(OC(C)(C)C)=O)C=C1 tert-butyl (4-((6-cyano-1H-indol-1-yl)methyl)benzyl)carbamate